BrC1=C(C(=O)O)C=C(C=C1)N(C)C1=NOC(C1)(C(F)(F)F)C1=CC(=CC(=C1)Cl)Cl 2-bromo-5-[[5-(3,5-dichlorophenyl)-5-(trifluoro-methyl)-4H-isoxazol-3-yl]-methyl-amino]benzoic acid